C1(=CC=CC2=CC=CC=C12)[C@@H](C)N[C@@H]1CN(CC1)C1=CC2=C(C(OC2)=O)C=C1 5-[(3S)-3-{[(1R)-1-(naphthalen-1-yl)ethyl]amino}tetrahydro-1H-pyrrol-1-yl]-1,3-dihydro-2-benzofuran-1-one